(S)-1-(5-((1-methylcyclopentyl)methoxy)pyridin-2-yl)ethan-1-amine CC1(CCCC1)COC=1C=CC(=NC1)[C@H](C)N